C1(=CC=CC=C1)C1=NC(=NC(=N1)C1=CC=CC=C1)C=1C=C(C=CC1)N1C2=CC=CC=C2C=2C=C3C(=CC12)C(C1=CC=CC=C13)(C)C 5-[3-(4,6-diphenyl-1,3,5-triazin-2-yl)phenyl]-5,7-dihydro-7,7-dimethylindeno[2,1-B]carbazole